S(N)(=O)(=O)C1CCN(CC1)C(=O)OC(C)(C)C tert-butyl 4-sulfamoylpiperidine-1-carboxylate